2-(3-(2-fluoro-4-methoxyphenyl)-6-oxopyridazin-1(6H)-yl)-N-phenethylacetamide FC1=C(C=CC(=C1)OC)C1=NN(C(C=C1)=O)CC(=O)NCCC1=CC=CC=C1